C1(=CC=CC=C1)[C@H]([C@H]1CNC2=CC=CN=C2C1)NCCC=1C=C(C=CC1)C1C(NC(S1)=O)=O 5-(3-(2-(((S)-phenyl((R)-1,2,3,4-tetrahydro-1,5-naphthyridin-3-yl)methyl)amino)ethyl)phenyl)thiazolidine-2,4-dione